C1(CC1)C(=O)C1=CC(=C(C=C1)COC1=NC(=CC=C1)N1C[C@@H](NCC1)C)C (S)-cyclopropyl(3-methyl-4-(((6-(3-methylpiperazin-1-yl)pyridin-2-yl)oxy)methyl)phenyl) ketone